C(C1=CC=CC=C1)N1C[C@]2(C[C@]2(C1)C(F)(F)F)C(=O)O (1R,5S)-3-benzyl-5-(trifluoromethyl)-3-azabicyclo[3.1.0]Hexane-1-carboxylic acid